(5-((2,6-dioxopiperidin-3-yl)amino)-4-fluoropyridazin-3-yl)methyl methanesulfonate CS(=O)(=O)OCC=1N=NC=C(C1F)NC1C(NC(CC1)=O)=O